tert-butyl 4-[(4R)-4-methyl-2-(1-methylpyrazolo[3,4-b]pyridin-4-yl)-3,4-dihydro-1H-isoquinolin-6-yl]piperazine-1-carboxylate C[C@H]1CN(CC2=CC=C(C=C12)N1CCN(CC1)C(=O)OC(C)(C)C)C1=C2C(=NC=C1)N(N=C2)C